N1=C(C=CC=C1)CN(CCCCCCCCCCCCCCCCCC)CC1=NC=CC=C1 di(2-picolyl)octadecylamine